[(4-{5-[1-(2-hydroxy-2-methylpropyl)-1H-1,2,3-benzotriazol-5-yl]-1,2,4-oxadiazol-3-yl}phenyl)methyl]phosphonate OC(CN1N=NC2=C1C=CC(=C2)C2=NC(=NO2)C2=CC=C(C=C2)CP([O-])([O-])=O)(C)C